(2S)-2-amino-N-[4-(3,5-dimethylimidazol-4-yl)phenyl]-3,3-diphenyl-propanamide N[C@H](C(=O)NC1=CC=C(C=C1)C=1N(C=NC1C)C)C(C1=CC=CC=C1)C1=CC=CC=C1